3-(2-(4-(2-(2-Aminopyridin-3-yl)-5-phenyl-3H-imidazo[4,5-b]pyridin-3-yl)benzyl)-2,8-diazaspiro[4.5]decan-8-yl)-4-methoxycyclobut-3-ene-1,2-dione NC1=NC=CC=C1C1=NC=2C(=NC(=CC2)C2=CC=CC=C2)N1C1=CC=C(CN2CC3(CC2)CCN(CC3)C=3C(C(C3OC)=O)=O)C=C1